C1(CC1)C1=NC2=CC=C(C=C2C(=N1)N1CC=2C=C(C=NC2CC1)C=1C(=NN(C1)C)C)C 2-cyclopropyl-4-[3-(1,3-dimethylpyrazol-4-yl)-7,8-dihydro-5H-1,6-naphthyridin-6-yl]-6-methyl-quinazoline